2,2-bis(tri-fluoromethyl)-1,3-dioxepan-4-one FC(C1(OCCCC(O1)=O)C(F)(F)F)(F)F